methyl (E)-3-(thiophen-2-yl)acrylate S1C(=CC=C1)/C=C/C(=O)OC